glycidyl-n-octanol C(C1CO1)C(CCCCCCC)O